N-(4,4,4-trifluoro-2-methyl-1-phenylbutan-2-yl)-6,7-dihydro-5H-cyclopenta[b]pyridine-3-carboxamide FC(CC(CC1=CC=CC=C1)(C)NC(=O)C=1C=C2C(=NC1)CCC2)(F)F